FC1=C(C=O)C=CC(=C1F)C1=CSC=C1 2,3-difluoro-4-(thiophen-3-yl)benzaldehyde